O=C1OC2(CN1C1=NC3=C(OCC(N3)=O)N=C1)CCN(CC2)CC2CC=1C(=CC3=C(N(N=N3)C3CNC3)C1F)C2 6-[2-Oxo-8-[[1-(azetidin-3-yl)-8-fluoro-6,7-dihydro-5H-cyclopenta[f]benzotriazol-6-yl]methyl]-1-oxa-3,8-diazaspiro[4.5]decan-3-yl]-4H-pyrazino[2,3-b][1,4]oxazin-3-one